CC1=CC=C(C=C1)C=1C=2N(C(=CC1)C1=CC=CC=C1)C1=C(N2)C=CC=C1 4-(p-methylphenyl)-1-phenylbenzo[4,5]imidazo[1,2-a]pyridine